The molecule is a member of the class of coumarins that is 4-hydroxycoumarin which is substituted at position 3 by a 1-phenyl-3-oxo-1-butyl group. It is a methyl ketone and a hydroxycoumarin. CC(=O)CC(C1=CC=CC=C1)C2=C(C3=CC=CC=C3OC2=O)O